(E)-3-CYANO-3-(METHYLIMINO)-2-OXOPROPANOIC ACID C(#N)\C(\C(C(=O)O)=O)=N/C